C(#N)C1=CN=C2N1C(=CC(=C2)C=2N=NN(C2C)C2CCN(CC2)C(=O)OC(C)(C)C)OC(C)C2=C(C=CC=C2)C2=NOC=C2 tert-Butyl 4-[4-[3-cyano-5-[1-(2-isoxazol-3-ylphenyl) ethoxy]imidazo[1,2-a]pyridin-7-yl]-5-methyl-triazol-1-yl]piperidine-1-carboxylate